(4-(4-amino-3-(methylthio)phenoxy)pyridin-2-yl)carbamic acid benzyl ester hydrochloride Cl.C(C1=CC=CC=C1)OC(NC1=NC=CC(=C1)OC1=CC(=C(C=C1)N)SC)=O